ClC1=CC=C(CN2N=C(C=CC2=O)C=2C=NC(=NC2)NCCOC(F)F)C=C1 2-(4-chlorobenzyl)-6-(2-((2-(difluoromethoxy)ethyl)amino)pyrimidin-5-yl)pyridazin-3(2H)-one